N(=[N+]=[N-])CCOCCOCCOCCOCCNC([C@H](CCC(=O)NCCOCCOCCOCCOCCN=[N+]=[N-])NC(CCOCCOCCNC([C@@H](NC(C1=NN(C2=CC=CC=C12)CCCC=C)=O)C(C)(C)C)=O)=O)=O (S)-N1,N5-bis(14-azido-3,6,9,12-tetraoxatetradecyl)-2-((S)-3-(tert-butyl)-1,4-dioxo-1-(1-(pent-4-en-1-yl)-1H-indazol-3-yl)-8,11-dioxa-2,5-diazatetradecan-14-amido)pentanediamide